tert-butyl (2-(4-(3-((5-(m-tolyl)imidazo[1,2-a]pyrazin-8-yl)amino)phenyl)piperidin-1-yl)ethyl)carbamate C1(=CC(=CC=C1)C1=CN=C(C=2N1C=CN2)NC=2C=C(C=CC2)C2CCN(CC2)CCNC(OC(C)(C)C)=O)C